pentadecamethyl heptasiloxane Tert-butyl (2-methyl-1-oxo-1-((pyridin-2-ylmethyl)amino)propan-2-yl)carbamate CC(C(NCC1=NC=CC=C1)=O)(C)NC(OC(C)(C)C)=O.C[SiH](O[Si](O[Si](O[Si](O[Si](O[Si](O[Si](C)(C)C)(C)C)(C)C)(C)C)(C)C)(C)C)C